1-[(2S,5S)-9-chloro-2,3-dihydro-2,5-methanopyrido[3,4-f][1,4]oxazepin-4(5H)-yl]-3,3-difluoro-2,2-dimethylbutan-1-one ClC1=CN=CC=2[C@H]3N(C[C@@H](OC21)C3)C(C(C(C)(F)F)(C)C)=O